5-fluoro-N-isopropyl-N-methyl-2-(3-(1-(2-oxoethyl)piperidin-4-yl)-1H-pyrrolo[2,3-c]pyridin-1-yl)benzamide FC=1C=CC(=C(C(=O)N(C)C(C)C)C1)N1C=C(C=2C1=CN=CC2)C2CCN(CC2)CC=O